4-cyclopropylbenzene C1(CC1)C1=CC=CC=C1